tert-butyl N-[[7-[5-(3-chloro-5-cyano-7-fluoro-8-methyl-6-quinolyl)-1-methyl-pyrazol-4-yl]-4-oxo-3H-phthalazin-1-yl]methyl]carbamate ClC=1C=NC2=C(C(=C(C(=C2C1)C#N)C1=C(C=NN1C)C1=CC=C2C(NN=C(C2=C1)CNC(OC(C)(C)C)=O)=O)F)C